1-oxo-3,4-dihydropyrrolo[1,2-c]pyrimidin O=C1NCCC=2N1C=CC2